N'-ethylbenzenecarbohydrazonamide hydrochloride Cl.C(C)NN=C(N)C1=CC=CC=C1